ribosyl phosphoramidite P(OC1[C@H](O)[C@H](O)[C@H](O1)CO)([O-])N